OCCCCNC=O N-(4-hydroxybutyl)formamide